ClC=1C=C2C(=CC(=NC2=CC1)C(F)(F)F)N[C@@H]1C[C@@H](CCC1)NC(=O)C=1C=NN(C1C(F)F)CF N-((1R,3S)-3-((6-chloro-2-(trifluoromethyl)quinolin-4-yl)amino)cyclohexyl)-5-(difluoromethyl)-1-(fluoromethyl)-1H-pyrazole-4-carboxamide